1,1,3-propantriol C(CCO)(O)O